COC=1C(C=CC(C1)=O)=O 5-methoxy-1,4-benzoquinone